para-di(n-butyl)styrene C(CCC)C1(C=C)CC=C(C=C1)CCCC